2-methyl-9,10-dimethoxymethyloxyanthracene CC1=CC2=C(C3=CC=CC=C3C(=C2C=C1)OCOC)OCOC